M-phenylene tetraphenyl diphosphate P(=O)(OC1=CC(=CC=C1)OP(=O)(OC1=CC=CC=C1)OC1=CC=CC=C1)(OC1=CC=CC=C1)OC1=CC=CC=C1